COC=1C=C2CCN(CC2=CC1NC1=NC2=CC(=CC=C2C=N1)N1C(OC2(C1)CCNCC2)=O)C 3-{2-[(6-methoxy-2-methyl-1,2,3,4-tetrahydroisoquinolin-7-yl)amino]quinazolin-7-yl}-1-oxa-3,8-diazaspiro[4.5]decan-2-one